(Z)-hexenal C(\C=C/CCC)=O